methyl 4-((7-(butylamino)-5-((methoxycarbonyl)-amino)-1H-pyrazolo[4,3-d]pyrimidin-1-yl)methyl)-3-methoxybenzoate C(CCC)NC=1C2=C(N=C(N1)NC(=O)OC)C=NN2CC2=C(C=C(C(=O)OC)C=C2)OC